SC(CC(=O)OCCCC)C butyl 3-mercaptobutyrate